octahydro-2H-pyrido[1,2-a]pyrazin C1C2N(CCN1)CCCC2